FC1=C(C(=O)NC)C=CC(=C1)CC=1C=C2C(N(CC2=C(C1C)C)CC(C)(C)O)=O 2-fluoro-4-((2-(2-hydroxy-2-methylpropyl)-6,7-dimethyl-3-oxo-2,3-dihydro-1H-isoindol-5-yl)methyl)-N-methylbenzamide